C(C)(C)(C)OC(=O)N1C[C@H](CC1)[C@@H](C(=O)OC(C)(C)C)CC1=CC(=CC=C1)CBr (3R)-3-[(2S)-3-[3-(bromomethyl)phenyl]-1-(tert-butoxy)-1-oxopropane-2-yl]pyrrolidine-1-carboxylic acid tert-butyl ester